1-(5-bromo-4-methylpyridin-2-yl)-2-(methylthio)ethan-1-ol BrC=1C(=CC(=NC1)C(CSC)O)C